ClC1=C(C=CC=C1C1C(NC(CC1)=O)=O)C1=CC=C(C=C1)CN1C(C=CC(=C1)C)=O 3-(2-chloro-4'-((5-methyl-2-oxopyridin-1(2H)-yl)methyl)-[1,1'-biphenyl]-3-yl)piperidine-2,6-dione